5-chloro-1-((5-phenylthiophen-2-yl)methyl)-1H-indazole-7-carboxylic acid ClC=1C=C2C=NN(C2=C(C1)C(=O)O)CC=1SC(=CC1)C1=CC=CC=C1